P(=O)(OC)(OC1=C(C=CC=C1)Cl)OC[C@@H](COCCCCCCCCCCCCCCCCCC)OC1=CC(=CC=C1)C#N methyl (2-chlorophenyl) ((R)-2-(3-cyanophenoxy)-3-(octadecyloxy)propyl) phosphate